tert-butyl (2R,4R)-4-hydroxy-2-[(R)-hydroxy(2-thienyl)methyl]pyrrolidine-1-carboxylate O[C@@H]1C[C@@H](N(C1)C(=O)OC(C)(C)C)[C@H](C=1SC=CC1)O